3-((1-(5-(difluoromethyl)pyridin-3-yl)azetidin-3-yl)oxy)-4-methyl-N-(5-(trifluoromethyl)pyridin-3-yl)benzamide FC(C=1C=C(C=NC1)N1CC(C1)OC=1C=C(C(=O)NC=2C=NC=C(C2)C(F)(F)F)C=CC1C)F